O1C(=NN=C1)C=1N=C2N(C=3N=C(C=C(C3C=C2)C2=CC=C(C=C2)COP(=O)(OC2=CC=CC=C2)N[C@H](C(=O)OC(C)C)C)C(C(F)(F)F)(F)F)C1 isopropyl (2S)-2-[({4-[8-(1,3,4-oxadiazol-2-yl)-2-(1,1,2,2,2-pentafluoroethyl)imidazo[1,2-a]1,8-naphthyridin-4-yl]phenyl}methoxy(phenoxy)phosphoryl)amino]propanoate